C(C=C)(=O)OCC1C(CC(C1)C)C 2,4-dimethyl-1-cyclopentylmethyl acrylate